Cl[C@@H]1C[C@H]2[C@H](CCC3=C(O2)C=C(C=C3)C(=O)O)[C@H]1\C=C\C(C(C1=CC=CC=C1)(F)F)O (1R,2R,3aS,10aR)-2-chloro-1-[(1E,3ξ)-4,4-difluoro-3-hydroxy-4-phenyl-1-buten-1-yl]-2,3,3a,9,10,10a-hexahydro-1H-benzo[b]cyclopenta[f]oxepin-6-carboxylic acid